FC=1C(=C2C=CNC2=C(C1)C)C[C@H]1[C@@H](CN(CC1)C)C1=CC=C(C(=O)O)C=C1 4-((3r,4r)-4-((5-fluoro-7-methyl-1H-indol-4-yl)methyl)-1-methylpiperidin-3-yl)benzoic acid